COC1=CC=C(C=C1)N1N=C(NC1=O)[C@@H]1CN(CCC1)CC1=CC(=CC=C1)C (S)-2-(4-methoxyphenyl)-5-(1-(3-methylbenzyl)piperidin-3-yl)-2,4-dihydro-3H-1,2,4-triazol-3-one